CNC1=CC=CC(=C1)N N1-methylbenzene-1,3-diamine